C1=C(C=CC=2C3=CC=CC=C3C3=CC=CC=C3C12)N1C2=CC=CC=C2C=2C=C(C=CC12)C=1C=C(C=CC1)N1C2=CC=CC=C2C=2C=CC=CC12 9-[3-(9-(triphenylen-2-yl)-9H-carbazol-3-yl)phenyl]-9H-carbazole